C(C)(C)(C)O[Sn]OC(C)(C)C di(t-butoxy)tin(II)